2-(6-acetamido-2-fluoropyridin-3-yl)-2-oxoethyl 7'-(2-amino-5-chlorophenyl)-5'-oxo-2',3'-dihydro-5'H-spiro[cyclopropane-1,1'-indolizine]-3'-carboxylate NC1=C(C=C(C=C1)Cl)C1=CC(N2C(CC3(C2=C1)CC3)C(=O)OCC(=O)C=3C(=NC(=CC3)NC(C)=O)F)=O